4-chloro-2-(2,6-difluorophenyl)-1,6-naphthyridin-5(6H)-one ClC1=CC(=NC=2C=CNC(C12)=O)C1=C(C=CC=C1F)F